N-(2-(4-((3-((1H-pyrazol-4-yl)amino)-5-(trifluoromethoxy)benzyl)amino)butoxy)ethyl)-6-(isoxazol-4-yl)-1H-pyrazolo[4,3-c]pyridin-4-amine N1N=CC(=C1)NC=1C=C(CNCCCCOCCNC2=NC(=CC3=C2C=NN3)C=3C=NOC3)C=C(C1)OC(F)(F)F